C1(=CC=C(C=C1)CSSCC=C)C1=CC=CC=C1 1-([1,1'-biphenyl]-4-ylmethyl)-2-allyldisulfane